4-(4-(4-(dimethoxymethyl)piperidin-1-yl)-2-fluorophenyl)-3-phenylisochroman-7-ol COC(C1CCN(CC1)C1=CC(=C(C=C1)C1C(OCC2=CC(=CC=C12)O)C1=CC=CC=C1)F)OC